N-(t-butoxycarbonyl)-L-aspartic acid 4-benzyl ester C(C1=CC=CC=C1)OC(C[C@H](NC(=O)OC(C)(C)C)C(=O)O)=O